N(N)C(OCC1(COCC1)F)=S O-((3-fluorotetrahydrofuran-3-yl) methyl) hydrazinethiocarboxylate